4-cyclopropyl-6-[3-[1-methoxy-1-(4-methyl-1,2,4-triazol-3-yl)ethyl]phenyl]-2-[[(3S)-3-methylpiperidin-1-yl]methyl]-1H-pyrrolo[2,3-c]pyridin-7-one C1(CC1)C=1C2=C(C(N(C1)C1=CC(=CC=C1)C(C)(C1=NN=CN1C)OC)=O)NC(=C2)CN2C[C@H](CCC2)C